N-benzyl-7a-ethyl-7-methyl-1-(naphthalen-1-ylmethyl)-1,2,3,6,7,7a-hexahydro-3aH-3,6-methanopyrrolo[3,2-b]pyridine-3a-carboxamide C(C1=CC=CC=C1)NC(=O)C12N=CC3C(C1(N(CC2C3)CC3=CC=CC2=CC=CC=C32)CC)C